C(#N)C=1C=NC=2N(C1)N=CC2C(=O)NC2=CC1=CN(N=C1C=C2OC)C2CCC(CC2)CN2CCC(CC2)C2=CC=CC=1N(C(N(C12)C)=O)C1C(NC(CC1)=O)=O 6-cyano-N-[2-[4-[[4-[1-(2,6-dioxo-3-piperidyl)-3-methyl-2-oxo-benzimidazol-4-yl]-1-piperidyl]methyl]cyclohexyl]-6-methoxy-indazol-5-yl]pyrazolo[1,5-a]pyrimidine-3-carboxamide